FC=1C=C(CC2=CC(=NC=C2)N2N=C(C=C2)C(=O)NC)C=C(C1)C(F)(F)F 1-(4-(3-fluoro-5-(trifluoromethyl)benzyl)pyridin-2-yl)-N-methyl-1H-pyrazole-3-carboxamide